CC1(NC(CC(C1)OC(=O)CC(C(CC(=O)OC1CC(NC(C1)(C)C)(C)C)C(=O)OC1CC(NC(C1)(C)C)(C)C)C(=O)OC1CC(NC(C1)(C)C)(C)C)(C)C)C.BrC=1OC(=CN1)C1=CC=C(C=C1)C(F)(F)F 2-bromo-5-[4-(trifluoromethyl)phenyl]oxazole tetrakis(2,2,6,6-tetramethyl-4-piperidyl)-1,2,3,4-butanetetracarboxylate